C(\C=C\CN1C2=C(C3=CC(=CC(=C13)OC)C(=O)N)C=NC(=N2)C2=CC(=NN2CC)C)N2C1=C(C3=CC(=CC(=C23)OC)C(=O)N)C=NC(=N1)C1=CC(=NN1CC)C (E)-9,9'-(but-2-ene-1,4-diyl)bis(2-(1-ethyl-3-methyl-1H-pyrazol-5-yl)-8-methoxy-9H-pyrimido[4,5-b]indole-6-carboxamide)